CC=1C=CC=C2C(=NN=C(C12)C1=C(C=C(C=C1)C(F)(F)F)O)N[C@H]1CN(CCC1)C 2-(8-methyl-4-{[(3R)-1-methylpiperidin-3-yl]amino}phthalazin-1-yl)-5-(trifluoromethyl)phenol